N-((3R,4S)-3-Fluoro-1-(2-fluoroethyl)piperidin-4-yl)-4-methoxy-5-(quinolin-6-yl)pyrrolo[2,1-f][1,2,4]triazin-2-amine F[C@@H]1CN(CC[C@@H]1NC1=NN2C(C(=N1)OC)=C(C=C2)C=2C=C1C=CC=NC1=CC2)CCF